[Br-].C(=O)(O)CCCCCN1C(SC2=C1C=CC=C2)C 3-(5-carboxypentyl)-2-methylbenzothiazole bromide salt